FC1=C(C=CC=C1F)CN1C(CCC1=O)CC(=O)NCCC1=CC=CC=C1 2-[1-[(2,3-difluorophenyl)methyl]-5-oxopyrrolidin-2-yl]-N-(2-phenylethyl)acetamide